(S)-N-(2-(6,6-Dimethyl-4,5,6,7-tetrahydro-1H-indazol-3-yl)-3H-imidazo[4,5-b]pyridin-6-yl)-N,2-dimethylbutanamide CC1(CCC=2C(=NNC2C1)C1=NC=2C(=NC=C(C2)N(C([C@H](CC)C)=O)C)N1)C